3-(2-fluoro-4-(((2S,5R)-5-isopropyl-3,6-dimethoxy-2,5-dihydropyrazin-2-yl)methyl)phenyl)-1,6-dimethyl-4-(trifluoromethyl)pyridin-2(1H)-one FC1=C(C=CC(=C1)C[C@@H]1N=C([C@H](N=C1OC)C(C)C)OC)C=1C(N(C(=CC1C(F)(F)F)C)C)=O